OC(C(=O)OC)C(C(=O)OC)O dimethyl 2,3-dihydroxysuccinate